styrene-glutaric acid C(=CC1=CC=CC=C1)C(CCC(=O)O)C(=O)O